2,4,6-triamino-1,3,5-trinitrobenzene NC1=C(C(=C(C(=C1[N+](=O)[O-])N)[N+](=O)[O-])N)[N+](=O)[O-]